hexahydrocyclopenta-pyrrole 3-methyl-2-methylpropanoate CCC(C(=O)O)C.N1CCC2C1=CCC2